C(#N)C=1C=CC(=NC1)[C@@H]1OC2=C(C=CC=C2C=C1)C1CCN(CC1)CC1=NC2=C(N1C[C@H]1OCC1)C=C(C=C2)C(=O)O 2-((4-((R)-2-(5-cyanopyridin-2-yl)-2H-chromen-8-yl)piperidin-1-yl)methyl)-1-(((S)-oxetan-2-yl)methyl)-1H-benzo[d]imidazole-6-carboxylic acid